2'-Chloro-N-(2-chloroethyl)-4'-fluoro-[1,1'-biphenyl]-4-sulfonamide ClC1=C(C=CC(=C1)F)C1=CC=C(C=C1)S(=O)(=O)NCCCl